CN1C=2C=CC(=NC2C(=CC1=O)N1C[C@H]([C@H](CC1)OC1=CC=C(C=C1)C(F)(F)F)C)C#N 5-Methyl-8-((3R,4S)-3-methyl-4-(4-(trifluoromethyl)phenoxy)piperidin-1-yl)-6-oxo-5,6-dihydro-1,5-naphthyridin-2-carbonitril